methyl(diethoxy)silane C[SiH](OCC)OCC